FC1=CC=C(C=C1)CN1CC2CN(CC2C1)C(=O)OC(C)(C)C tert-butyl 2-[(4-fluorophenyl)methyl]-1,3,3a,4,6,6a-hexahydropyrrolo[3,4-c]pyrrole-5-carboxylate